(2S,3S)-3-(4-Fluoro-3-(5-methylthiazol-2-yl)-5-(((R)-1-(2-(trifluoromethyl)pyrimidine-5-yl)ethyl)carbamoyl)phenoxy)butan FC1=C(C=C(O[C@H](CC)C)C=C1C(N[C@H](C)C=1C=NC(=NC1)C(F)(F)F)=O)C=1SC(=CN1)C